N1=C(C(=CC=C1)C(=O)[O-])C(=O)[O-] (S)-pyridinedicarboxylate